2,2-difluoro-[1,3]dioxolo[4,5-c]pyridine-6-carbaldehyde FC1(OC2=C(C=NC(=C2)C=O)O1)F